ClC=1C=C(C=C(C1)F)[C@@H]1N(OCC1)C1=CC(=NC=N1)NC=1C(=CC(=C(C1)NC(C=C)=O)N1CCC(CC1)N1C[C@H](N(CC1)C1CC1)C)OC N-(5-((6-((R)-3-(3-chloro-5-fluorophenyl)isoxazolidine-2-yl)pyrimidine-4-yl)amino)-2-(4-((R)-4-cyclopropyl-3-methylpiperazine-1-yl)piperidine-1-yl)-4-methoxyphenyl)acrylamide